CCCCCCCCCCCCCCCCCC(=O)OC[C@H](COP(=O)([O-])OCC[N+](C)(C)C)OC(=O)CCCCC The molecule is a phosphatidylcholine 24:0 in which the acyl groups at positions 1 and 2 are specified as octadecanoyl and hexanoyl respectively. It derives from an octadecanoic acid and a hexanoic acid.